FC(C(C#C)O)(F)F 1,1,1-trifluoro-3-butyn-2-ol